CS(=O)(=O)CC1CCN(CC1)C1=C(C=NC=C1)N 4-(4-((methylsulfonyl)methyl)piperidin-1-yl)pyridin-3-amine